3-(dimethylamino)propyl-urea CN(CCCNC(=O)N)C